C(C1=CC=CC=C1)N1C(C=2NCCN(C(C2C1=O)C(C)C)S(=O)(=O)C)(C)C 7-benzyl-5-isopropyl-8,8-dimethyl-4-(methylsulfonyl)-2,3,4,5,7,8-hexahydropyrrolo[3,4-e][1,4]diazepin-6(1H)-one